5-Hydroxy-2-methyl-6,8-dihydro-1,4,7,8b-tetraaza-as-indacene-7-carboxylic acid ethyl ester C(C)OC(=O)N1CC=2C(=NC3=CC(=NN3C2C1)C)O